9-(5-(difluoromethyl)-1,3,4-thiadiazol-2-yl)-N-(3-(fluoromethyl)oxetan-3-yl)-5-(4-(1-methylcyclopropylcarbonyl)piperazin-1-yl)-9H-benzo[d]imidazo[1,2-a]imidazole-7-sulfonamide FC(C1=NN=C(S1)N1C=2N(C3=C1C=C(C=C3N3CCN(CC3)C(=O)C3(CC3)C)S(=O)(=O)NC3(COC3)CF)C=CN2)F